(2-Aminoethyl)(triethoxy)silane NCC[Si](OCC)(OCC)OCC